C(O)C(C(=O)O)(O)CO dimethylolglycolic acid